ClC(=O)C(C(=O)O)C chloroformylpropionic acid